BrC1=C(C=C(C=C1C)C=1N=NN(N1)CC(C)(O)C)C 1-[5-(4-bromo-3,5-dimethyl-phenyl)-tetrazol-2-yl]-2-methyl-propan-2-ol